1-(3-fluoro-4-(2-methoxyethoxy)phenyl)-3-phenylpropan-1-one FC=1C=C(C=CC1OCCOC)C(CCC1=CC=CC=C1)=O